NC1=C(C=C(C=C1)S(=O)(=O)NNC(=O)C=1C=2C=CNC2C=CC1)N1CCOCC1 4-Amino-N'-(1H-indole-4-carbonyl)-3-morpholinobenzenesulfonohydrazide